3-fluoro-5-nitropyridine-2-amine FC=1C(=NC=C(C1)[N+](=O)[O-])N